(S)-1-(4-Fluoro-2-(1H-tetrazol-5-yl)phenyl)pentan-1-ol FC1=CC(=C(C=C1)[C@H](CCCC)O)C1=NN=NN1